(3-(5-(2-methyl-[1,1'-biphenyl]-3-yl)-1,3,4-oxadiazol-2-yl)benzyl)-L-serine methyl ester COC([C@@H](NCC1=CC(=CC=C1)C=1OC(=NN1)C=1C(=C(C=CC1)C1=CC=CC=C1)C)CO)=O